5-oxopentyl-5-(2,5-dimethylphenoxy)-2,2-dimethylpentanoate O=CCCCCOC(C(CCCOC1=C(C=CC(=C1)C)C)(C)C)=O